3-(7-amino-4-(4-methyloxazol-5-yl)-2-(pyridin-2-ylmethyl)-2H-pyrazolo[3,4-c]pyridin-5-yl)benzonitrile NC1=NC(=C(C=2C1=NN(C2)CC2=NC=CC=C2)C2=C(N=CO2)C)C=2C=C(C#N)C=CC2